(1-adamantylmethyl)-2-thioxo-1,2,3,5-tetrahydro-4H-pyrrolo[3,2-d]pyrimidin-4-one C12(CC3CC(CC(C1)C3)C2)CN2C(NC(C3=C2C=CN3)=O)=S